2-({4-[2-(4-chlorophenyl)-2-methyl-2H-1,3-benzodioxol-4-yl]piperidin-1-yl}methyl)-3-(2-methoxyethyl)-5-[5-(trifluoromethyl)-4H-1,2,4-triazol-3-yl]pyridine ClC1=CC=C(C=C1)C1(OC2=C(O1)C=CC=C2C2CCN(CC2)CC2=NC=C(C=C2CCOC)C2=NN=C(N2)C(F)(F)F)C